(2-chloropyrimidin-4-yl)-1-isopropyl-5,6-dihydro-4H-imidazo[4,5,1-ij]quinolin-2(1H)-one ClC1=NC=CC(=N1)C1N2C3=C(C=CC=C3CC1)N(C2=O)C(C)C